NC=1N=CC2=CC(=CC=C2C1C(=O)OC)C1=C(C=CC=C1C)F methyl 3-amino-7-(2-fluoro-6-methyl-phenyl)isoquinoline-4-carboxylate